BrC1=NN2C(NC(C=C2)=O)=N1 2-bromo-[1,2,4]triazolo[1,5-a]pyrimidin-5(4H)-one